2-bromo-6-fluoro-4-nitro-phenol BrC1=C(C(=CC(=C1)[N+](=O)[O-])F)O